CC(C[C@@H](B1OC([C@H](O1)CC(=O)NC)=O)NC([C@H](CC1=CC=CC=C1)NC(=O)C1=NC=CN=C1)=O)C N-((S)-1-(((R)-3-methyl-1-((R)-4-(2-(methylamino)-2-oxoethyl)-5-oxo-1,3,2-dioxaborolan-2-yl)butyl)amino)-1-oxo-3-phenylpropan-2-yl)pyrazine-2-carboxamide